6-(2,6-difluoro-4-(2-methyl-7-(S-methylsulfonimidoyl)-2H-indazol-4-yl)benzyl)-6,7-dihydro-5H-pyrrolo[3,4-b]pyridin-5-one-7,7-d2 FC1=C(CN2C(C3=NC=CC=C3C2=O)([2H])[2H])C(=CC(=C1)C=1C2=CN(N=C2C(=CC1)S(=O)(=N)C)C)F